5-Methyl-1-(1-((3'-sulfamoyl-[1,1'-biphenyl]-4-yl)methyl)-1H-indol-5-yl)-1H-pyrazol-3-carboxamid CC1=CC(=NN1C=1C=C2C=CN(C2=CC1)CC1=CC=C(C=C1)C1=CC(=CC=C1)S(N)(=O)=O)C(=O)N